adipoyl chloride C(CCCCC(=O)Cl)(=O)Cl